C1(CC1)C1=CC(=NN1)NC1=NC(=NC2=CC=CC=C12)N1CCC2(CCN(CC2)C(=O)OCCCC)CC1 butyl 9-(4-((5-cyclopropyl-1H-pyrazol-3-yl)amino)quinazolin-2-yl)-3,9-diazaspiro[5.5]undecane-3-carboxylate